[Co]=O.[Ir] iridium-cobalt oxide